(S)-6-(4-(methoxycarbonyl)phenyl)-4-phenyl-3,6-dihydropyridine-1(2H)-carboxylic acid benzyl ester C(C1=CC=CC=C1)OC(=O)N1CCC(=C[C@H]1C1=CC=C(C=C1)C(=O)OC)C1=CC=CC=C1